SCCC(=O)[O-] 3-mercaptopropionic acid anion